(E)-1-[2-Hydroxy-4,6-bis(benzyloxy)phenyl]-3-phenyl-2-propene-1-one OC1=C(C(=CC(=C1)OCC1=CC=CC=C1)OCC1=CC=CC=C1)C(\C=C\C1=CC=CC=C1)=O